butyl-hydroxylammonium chloride [Cl-].C(CCC)[NH2+]O